FC1=C(C(=CC(=C1)C(C)O)F)C=1C=C(SC1)B(O)O (4-(2,6-Difluoro-4-(1-hydroxyethyl)phenyl)thiophen-2-yl)boronic acid